(2r,4s)-6-Azaspiro[3.4]octan-2-yl-(7-fluoro-6-(8-methyl-2,3-dihydro-1H-pyrido[2,3-b][1,4]oxazin-7-yl)isochinolin-3-yl)carbamat C1C(CC12CNCC2)OC(NC=2N=CC1=CC(=C(C=C1C2)C2=C(C1=C(OCCN1)N=C2)C)F)=O